ClC=1C(=CC(=NC1)C(C(=O)N)C1=CC(=CC=C1)NC(CC#N)=O)C1=C2N(N=C1)CC(C2)(C)C (5-chloro-4-(5,5-dimethyl-5,6-dihydro-4H-pyrrolo[1,2-b]pyrazol-3-yl)pyridin-2-yl)-2-(3-(2-cyanoacetamido)phenyl)acetamide